C(N)(ON1N=NC2=C1C=CC(=C2C(C)(C)C)C#N)=O tert-butyl-5-cyano-1H-benzo[d][1,2,3]triazol-1-yl carbamate